4-[4-cyano-2-({[(2'R,4S)-6-(methylcarbamoyl)-2,3-dihydrospiro[chromen-4,1'-cyclopropane]-2'-yl]carbonyl}amino)phenyl]butanoic acid C(#N)C1=CC(=C(C=C1)CCCC(=O)O)NC(=O)[C@H]1[C@]2(C1)CCOC1=CC=C(C=C12)C(NC)=O